(3-(6-(tert-butoxy)hexyl)-4-(4-(tert-butyl)phenyl)-2-ethyl-1H-inden-1-yl)(4-(4-(tert-butyl)phenyl)-2-isopropyl-1H-inden-1-yl)dimethylsilane C(C)(C)(C)OCCCCCCC1=C(C(C2=CC=CC(=C12)C1=CC=C(C=C1)C(C)(C)C)[Si](C)(C)C1C(=CC2=C(C=CC=C12)C1=CC=C(C=C1)C(C)(C)C)C(C)C)CC